4-((2S,5R)-4-acryloyl-5-(hydroxymethyl)morpholin-2-yl)-6-chloro-N-methyl-[2,4'-bipyridine]-2'-carboxamide C(C=C)(=O)N1C[C@@H](OC[C@H]1CO)C1=CC(=NC(=C1)Cl)C1=CC(=NC=C1)C(=O)NC